O1CC(C(C1)CS(=O)(=O)[O-])CS(=O)(=O)[O-] tetrahydrofuran-3,4-diyl-dimethanesulfonate